NC1=CC=C(OC2=C(C=CC=C2)C(C)(C)C2=C(C=CC=C2)OC2=CC=C(C=C2)N)C=C1 2,2-bis(4-aminophenoxyphenyl)propane